FC1=CC=C(C=C1)OCC(CN1CCN(CC1)CC(CC)O)O (4-{3-[(4-Fluorophenyl)oxy]-2-hydroxypropyl}piperazin-1-yl)butan-2-ol